piperazine-1,4-diylbis((4-methoxyphenyl)methanone) N1(CCN(CC1)C(=O)C1=CC=C(C=C1)OC)C(=O)C1=CC=C(C=C1)OC